COC(C1=C(C=CC=C1)CN1C(NC2=C1C=CC=C2)=O)=O 2-((2-oxo-2,3-dihydro-1H-benzo[d]imidazol-1-yl)methyl)benzoic acid methyl ester